BrC1=CC(=C(C=C1)C1=NN(C=C1C#N)C1COCCC1)F (4-bromo-2-fluoro-phenyl)-1-tetrahydropyran-3-yl-pyrazole-4-carbonitrile